methyl 1-{5-chloro-7-oxo-7,8-dihydro-6H-spiro[[1,3]oxazolo[5,4-f]quinazoline-9,1'-cyclohexane]-2-ylmethyl}piperidine-3-carboxylate ClC=1C=C2C(=C3C1NC(NC31CCCCC1)=O)OC(=N2)CN2CC(CCC2)C(=O)OC